norbornene-2,3-diylbis(methylene)diisocyanate C12C(=C(C(CC1)C2)CN=C=O)CN=C=O